C(CCCCCCCCCCCCCCCCC)(=O)N1CCN(CC1)CCCCCCCCCCCCCCCCCC 1-(4-octadecanoylpiperazin-1-yl)octadecan